NCCCCCC(=O)OC(C)(C)C (S)-6-amino-1-tert-butoxy-1-oxohexane